4-glycidyl-cyclohexane C(C1CO1)C1CCCCC1